(1R,2R)-2-fluoro-N-[4-(4-methyl-6-propanoylpyridin-3-yl)-1H-imidazo[4,5-f]isoquinolin-8-yl]cyclopropane-1-carboxamide F[C@H]1[C@H](C1)C(=O)NC=1N=CC2=CC(=C3C(=C2C1)NC=N3)C=3C=NC(=CC3C)C(CC)=O